NC1=NC=CC=C1C(N1CCOC=2C=3C1=NC=NC3C=C(C2Cl)C2=C(C(=CC(=N2)N)C)C(F)(F)F)C2CC2 6-(4-((2-aminopyridin-3-yl)(cyclopropyl)methyl)-8-chloro-5,6-dihydro-4H-[1,4]oxazepino[5,6,7-de]quinazolin-9-yl)-4-methyl-5-(trifluoromethyl)pyridin-2-amine